FC=1C(=CC=2C3=C(NC(C2C1)=O)COCC3NC)F 8,9-difluoro-1-(methylamino)-1,5-dihydro-2H-pyrano[3,4-c]isoquinolin-6(4H)-one